O=C(C(=O)NC=1C2=C(C=NC1)C=NN2)N2[C@H](CC[C@@H](C2)C)C2=CC1=CN(N=C1C=C2)[C@H]2CN(CC2)C 2-oxo-N-(1H-pyrazolo[4,3-c]pyridin-7-yl)-2-[(2R,5S)-5-methyl-2-[2-[(3R)-1-methylpyrrolidin-3-yl]indazol-5-yl]-1-piperidyl]acetamide